5-((6-(3-Oxa-9-azaspiro[5.5]undecan-9-yl)imidazo[1,2-b]pyridazin-3-yl)ethynyl)-N-(4-((4-methylpiperazin-1-yl)methyl)-3-(trifluoromethyl)phenyl)nicotinamide C1COCCC12CCN(CC2)C=2C=CC=1N(N2)C(=CN1)C#CC=1C=NC=C(C(=O)NC2=CC(=C(C=C2)CN2CCN(CC2)C)C(F)(F)F)C1